NC1=C(C(=O)N2CCC(CC2)N2C(NC3=NC=C(C=C32)C32CCNCC2C3)=O)C=CC(=C1)OC(F)(F)F (rac)-1-[1-[2-amino-4-(trifluoromethoxy)benzoyl]-4-piperidyl]-6-(3-azabicyclo[4.1.0]heptan-6-yl)-3H-imidazo[4,5-b]pyridin-2-one